(S)-2-oxo-4-(propionyloxy)dihydrofuran O=C1OC[C@H](C1)OC(CC)=O